tert-butyl (S)-4-(((benzyloxy) carbonyl) amino)-4-(4-(difluoro methylene) cyclohexyl)-3-oxobutanoate C(C1=CC=CC=C1)OC(=O)N[C@H](C(CC(=O)OC(C)(C)C)=O)C1CCC(CC1)=C(F)F